C(C)(C)(C)SSSC(C)(C)C di-t-butyl trisulphide